C(C)S(=O)(=O)O.NCCC(=O)O beta-alanine ethanesulfonate